C(CCCCCCCCCCCCC)P1C(CC=C1)(C(=O)O)CCCCCCCCCCCCCC 1,2-ditetradecylphospholic acid